2-(2,6-dioxopiperidin-3-yl)-5-((3-(4-(6-(6-((R)-2-(3-fluorophenyl)pyrrolidin-1-yl)imidazo[1,2-b]pyridazin-3-yl)pyridin-2-yl)piperazin-1-yl)azetidin-1-yl)methyl)isoindoline-1,3-dione O=C1NC(CCC1N1C(C2=CC=C(C=C2C1=O)CN1CC(C1)N1CCN(CC1)C1=NC(=CC=C1)C1=CN=C2N1N=C(C=C2)N2[C@H](CCC2)C2=CC(=CC=C2)F)=O)=O